[Co+2].FB(F)C(C(=NOC)C1=CC=CC=C1)=NOC.FB(F)C(C(=NOC)C1=CC=CC=C1)=NOC bis[(difluoroboryl)dimethylphenylglyoxime] cobalt (II)